2-(3-Bromo-5-(trifluoromethyl)phenyl)oxirane BrC=1C=C(C=C(C1)C(F)(F)F)C1OC1